[N+](=[N-])=CCCC[C@H](N=O)C(=O)O 6-diazo-oxo-L-norleucine